FC([C@@]12CCN(C[C@H]2C1)C1=C(C(=O)NC2=NC(=NC(=C2)C)OC[C@@H](C(F)(F)F)O)C=CC(=C1)NS(=O)(=O)CCO)F 2-((1S,6R)-6-(difluoromethyl)-3-azabicyclo[4.1.0]heptan-3-yl)-4-((2-hydroxyethyl)sulfonamido)-N-(6-methyl-2-((S)-3,3,3-trifluoro-2-hydroxypropoxy)pyrimidin-4-yl)benzamide